2,4-dibromo-1,1-difluoro-2,3-dihydro-1H-indene BrC1C(C2=CC=CC(=C2C1)Br)(F)F